NC[C@H](CC)N1C=CC2=CC(=C(C(=C12)F)F)Cl (S)-N-(1-Aminobutan-2-yl)-5-chloro-6,7-difluoro-1H-indole